BrC=1C=C(C(=NC1)N1CCN(CC1)C)NS(=O)(=O)C1=CC=CC=C1 N-(5-Bromo-2-(4-methylpiperazin-1-yl)pyridin-3-yl)benzenesulfonamide